tert-butyl 4-(3-(3-hydroxyoxetan-3-yl)-5-(4-(4-(trifluoromethyl)phenoxy)piperidin-1-yl)phenyl)piperazine-1-carboxylate OC1(COC1)C=1C=C(C=C(C1)N1CCC(CC1)OC1=CC=C(C=C1)C(F)(F)F)N1CCN(CC1)C(=O)OC(C)(C)C